5-bromo-2,3-dimethoxyselenocyanobenzene BrC=1C=C(C(=C(C1)[Se]C#N)OC)OC